FC(C1=NN=C(S1)C1=NN=C2N1C=C(C=C2N2CCN(CC2)C(C(C)C)=O)S(=O)(=O)NC2(CC2)C)F 3-(5-(difluoromethyl)-1,3,4-thiadiazol-2-yl)-8-(4-isobutyrylpiperazin-1-yl)-N-(1-methylcyclopropyl)-[1,2,4]triazolo[4,3-a]pyridine-6-sulfonamide